C(C)(C)(C)OC(C(N)(CCCCNC(=O)N1N=CC(=N1)C1=CC=CC=C1)C(=O)OC(C)(C)C)=O 2-(tert-Butoxycarbonyl)-N6-(4-phenyl-2H-1,2,3-triazole-2-carbonyl)-L-lysine tert-butyl ester